C(CCCCCCC)C(C(C(=O)[O-])S(=O)(=O)O)(C(=O)[O-])CCCCCCCC.C(CCC)[P+](CCCC)(CCCC)CCCC.C(CCC)[P+](CCCC)(CCCC)CCCC Tetrabutyl-phosphonium dioctyl-sulfosuccinate